Propylenglycol laurat C(CCCCCCCCCCC)(=O)O.C(C(C)O)O